(2R,3S)-2-((E)-3-(6-chloro-1H-indol-1-yl)prop-1-en-1-yl)piperidin-3-ol dihydrochloride Cl.Cl.ClC1=CC=C2C=CN(C2=C1)C/C=C/[C@H]1NCCC[C@@H]1O